BrC1=CC=C2C=NC(=NC2=C1O[C@@H]1CC[C@@H](CC1)O)NC1=CC(=CC=C1)C(C)(C)S(=O)(=O)C 7-bromo-8-((cis-4-hydroxycyclohexyl)oxy)-N-(3-(2-(methylsulfonyl)propan-2-yl)phenyl)quinazolin-2-amine